1-Hexyl-1-methylpyrrolidinium bis(trifluoromethylsulfonyl)imide [N-](S(=O)(=O)C(F)(F)F)S(=O)(=O)C(F)(F)F.C(CCCCC)[N+]1(CCCC1)C